COC1=C(C=C(C=C1)COC)C1=CC(=NC=C1C(=O)O)C 4-(2-methoxy-5-(methoxymethyl)phenyl)-6-methylnicotinic acid